ClC=1C=C(C=C(C1OC(C(F)F)(F)F)Cl)NC(=O)NC(C1=C(C=CC=C1F)F)=O N-[[[3,5-dichloro-4-(1,1,2,2-tetrafluoroethoxy)phenyl]amino]carbonyl]-2,6-difluorobenzamide